[Si](C)(C)(C(C)(C)C)O[C@H]1[C@@H]([C@@H](O[C@]1(C=CCl)CO[Si](C)(C)C(C)(C)C)N1C(NC(C(=C1)F)=O)=O)F 1-[(2R,3S,4R,5R)-4-[(tert-butyldimethylsilyl)oxy]-5-{[(tert-butyldimethylsilyl)oxy]methyl}-5-(2-chloroethenyl)-3-fluorooxolan-2-yl]-5-fluoro-3H-pyrimidine-2,4-dione